ON(C1=C(CCl)C=CC=C1)OC(F)(F)F N-hydroxy-2-(trifluoromethoxy)aminobenzyl chloride